FCOCCC1C=2N(CCN1C(=O)C1=CC=C(C=C1)F)C(=NN2)C2=NC(=NS2)C (8-(2-(Fluoromethoxy)ethyl)-3-(3-methyl-1,2,4-thiadiazol-5-yl)-5,6-dihydro-[1,2,4]triazolo[4,3-a]pyrazin-7(8H)-yl)(4-fluorophenyl)methanone